2-acetamido-5-bromo-6-(trifluoromethyl)pyridine-3-carboxylic acid methyl ester COC(=O)C=1C(=NC(=C(C1)Br)C(F)(F)F)NC(C)=O